[Ni](Cl)Cl.C1(=CC=CC=C1)P(C1=CC=CC=C1)C(C)(C)P(C1=CC=CC=C1)C1=CC=CC=C1 (bis(diphenylphosphino)propane) nickel chloride